The molecule is a steroid acid isolated from the roots of Breynia fruticosa. It is a steroid acid, a dicarboxylic acid and a 3alpha-hydroxy steroid. CC(=C)[C@@H]1CC[C@]2([C@H]1[C@H]3CC[C@H]4[C@]([C@@]3(CC2)C)(CC[C@@H]5[C@@]4([C@@H]([C@H](C5(C)C)O)C(=O)O)C)C)C(=O)O